ClC=1C=C(C=CC1)C[C@H](N)C1=NN(C=C1)C(F)F (S)-2-(3-chlorophenyl)-1-(1-(difluoromethyl)-1H-pyrazol-3-yl)ethan-1-amine